Acrylic acid 3-methoxybutyl ester COC(CCOC(C=C)=O)C